diphenyl-(4-thiophenylphenyl)sulfonium hexafluoroantimonate F[Sb-](F)(F)(F)(F)F.C1(=CC=CC=C1)[S+](C1=CC=C(C=C1)C=1SC=CC1)C1=CC=CC=C1